[Ag]F.[Ag].[Zn] zinc-silver-silver fluoride